ClC1=CC=C(N=N1)N1N=C(C(C1=O)C(=O)NC1=CC(=CC=C1)C(CC)(F)F)C 1-(6-chloropyridazin-3-yl)-N-(3-(1,1-difluoropropyl)phenyl)-3-methyl-5-oxo-4,5-dihydro-1H-pyrazole-4-carboxamide